tert-butyl (4-((2-chloropyrimidin-4-yl)oxy)-2-fluorophenyl)carbamate ClC1=NC=CC(=N1)OC1=CC(=C(C=C1)NC(OC(C)(C)C)=O)F